4-ethyl-9,9-bis(4-aminophenyl)fluorene tert-butyl-(4-(2-((2-((2-bromo-6-methoxypyridin-3-yl)carbamoyl)-5-(trifluoromethyl)phenyl)amino)-5-fluorophenyl)butyl)carbamate C(C)(C)(C)N(C(O)=O)CCCCC1=C(C=CC(=C1)F)NC1=C(C=CC(=C1)C(F)(F)F)C(NC=1C(=NC(=CC1)OC)Br)=O.C(C)C1=CC=CC=2C(C3=CC=CC=C3C12)(C1=CC=C(C=C1)N)C1=CC=C(C=C1)N